(S)-3-ethyl-7-((6-(4-methyl-4,5-dihydro-oxazol-2-yl)-3',6'-dihydro-[3,4'-bipyridin]-1'(2'H)-yl)methyl)-1,5-naphthyridin-2(1H)-one C(C)C=1C(NC2=CC(=CN=C2C1)CN1CCC(=CC1)C=1C=NC(=CC1)C=1OC[C@@H](N1)C)=O